(methyl)(cyclopropyl)amine CNC1CC1